ClC=1C=CC(=C(COC2=CC=CC(=N2)C2CCN(CC2)[C@@H](C)C2=NC3=C(N2C[C@H]2OCC2)C=C(C=C3)C(=O)O)C1)F 2-((S)-1-(4-(6-((5-Chloro-2-fluorobenzyl)oxy)pyridin-2-yl)piperidin-1-yl)ethyl)-1-(((S)-oxetane-2-yl)methyl)-1H-benzo[d]imidazole-6-carboxylic acid